butylferrocene CCCCC1=CC=C[CH-]1.[CH-]1C=CC=C1.[Fe+2]